FC(C1OC(OC1)=O)(F)F 4-trifluoromethyl-1,3-dioxolan-2-one